N-{[5-(1-acetylpiperidin-4-yl)-4-fluoro-1H-benzoimidazol-2-yl](cyclooctyl)methyl}-3-methylisoxazole-4-carboxamide C(C)(=O)N1CCC(CC1)C1=C(C2=C(NC(=N2)C(NC(=O)C=2C(=NOC2)C)C2CCCCCCC2)C=C1)F